(R)-N-(3-(1-((2-amino-5-chloropyridin-3-yl)oxy)ethyl)phenyl)-3-(1-hydroxycyclopentyl)benzamide NC1=NC=C(C=C1O[C@H](C)C=1C=C(C=CC1)NC(C1=CC(=CC=C1)C1(CCCC1)O)=O)Cl